C(=O)O.FC=1C(=C(C=CC1)O)C1=C2C(=C(N=N1)N[C@H]1CN(CCC1)CCO)C=NC=C2 3-Fluoro-2-[4-[[(3R)-1-(2-hydroxyethyl)-3-piperidyl]amino]pyrido[3,4-d]pyridazin-1-yl]phenol formic acid salt